1-bromo-4-(3,3,3-trifluoroprop-1-yn-1-yl)benzene BrC1=CC=C(C=C1)C#CC(F)(F)F